CC(CCOCC(=O)OCC=C)C allyl (3-methylbutoxy)acetate